2-(2-carbamoylthiazol-5-yl)-2-oxoethyl (3S)-7-(3-chloro-6-(4-chloro-1H-1,2,3-triazol-1-yl)-2-fluorophenyl)-5-oxo-1,2,3,5,8,8a-hexahydroindolizine-3-carboxylate ClC=1C(=C(C(=CC1)N1N=NC(=C1)Cl)C1=CC(N2[C@@H](CCC2C1)C(=O)OCC(=O)C1=CN=C(S1)C(N)=O)=O)F